CC1=CC(=C(C(=C1)C(C)(C)C)OP2OCC3(CO2)COP(OC3)OC4=C(C=C(C=C4C(C)(C)C)C)C(C)(C)C)C(C)(C)C bis(2,6-Di-tert-butyl-4-methylphenyl)pentaerythritol diphosphite